COC(CC=1C=NC(=CC1)N1CC(N(CC1)C(=O)C=1C=CC2=C(OC(CN2C2=CC(=C(C=C2)Cl)F)(C)C)N1)(C)C)=O 2-(6-(4-(1-(4-chloro-3-fluorophenyl)-3,3-dimethyl-2,3-dihydro-1H-pyrido[2,3-b][1,4]oxazine-6-carbonyl)-3,3-dimethylpiperazin-1-yl)pyridin-3-yl)acetic acid methyl ester